(R)-N-((S)-1'-(5-bromo-6-methylpyrazin-2-yl)-1,3-dihydrospiro[indene-2,4'-piperidine]-1-yl)-2-methylpropan-2-sulfinamide BrC=1N=CC(=NC1C)N1CCC2(CC1)[C@@H](C1=CC=CC=C1C2)N[S@](=O)C(C)(C)C